[(2R,3S)-7-(6-tert-Butylfuro[2,3-b]pyrazin-2-yl)-3-isobutyl-azepan-2-yl]methanol C(C)(C)(C)C1=CC=2C(=NC=C(N2)C2CCC[C@H]([C@@H](N2)CO)CC(C)C)O1